OCC[C@H](CNC1=CC=C(C=N1)N1C(C=CC2=CC=CN=C12)=O)CNC=1N=NC(=CN1)C |r| rac-(R)-1-(6-((4-Hydroxy-2-(((6-methyl-1,2,4-triazin-3-yl)amino)methyl)butyl)amino)pyridin-3-yl)-1,8-naphthyridin-2(1H)-one